S(N)(=O)(=O)C1=CC=C(C2=C1N=C(O2)C2NCC1N(C2C1)C(=O)[O-])C=1SC=CN1 4-(sulfamoyl-7-(thiazol-2-yl)benzo[d]oxazol-2-yl)-3,6-diazabicyclo[3.1.1]heptane-6-carboxylate